(R)-3-(ethoxymethoxy)-4-(4-((tetrahydrofuran-3-yl)amino)phthalazin-1-yl)benzaldehyde C(C)OCOC=1C=C(C=O)C=CC1C1=NN=C(C2=CC=CC=C12)N[C@H]1COCC1